3-chloro-4-(piperazin-1-yl)benzoic acid ethyl ester hydrochloride Cl.C(C)OC(C1=CC(=C(C=C1)N1CCNCC1)Cl)=O